6-{bis[(4-methoxyphenyl)methyl]amino}-1,2-diazine-3-carboxylic acid methyl ester COC(=O)C=1N=NC(=CC1)N(CC1=CC=C(C=C1)OC)CC1=CC=C(C=C1)OC